C1(=CC=CC=2C3=CC=CC=C3NC12)C1=C(C2=C(SC3=C2C=CC=C3)C=C1)C1=CC=CC=3C2=CC=CC=C2C2=CC=CC=C2C13 (carbazolyl)(triphenyleneyl)dibenzothiophene